ClC1=C(C=NC(=C1F)F)\C=N\S(=O)C(C)(C)C (E)-N-((4-chloro-5,6-difluoropyridin-3-yl)methylene)-2-methylpropane-2-sulfinamide